3-[(4-Bromophenyl)sulfanyl]-N-hydroxypyridine-4-carboxamidine BrC1=CC=C(C=C1)SC=1C=NC=CC1C(=N)NO